CS(=O)(=O)C1=CC=C(C=C1)C(C1CCN(CC1)C(CC[C@H]1NC(OC1)=O)=O)C1=CC=CC=C1 (-)-(4R)-4-[3-[4-[(4-Methyl-sulfonylphenyl)-phenyl-methyl]-1-piperidyl]-3-oxo-propyl]oxazolidin-2-one